platinum-nickel-yttrium [Y].[Ni].[Pt]